6-[4-[(tert-butoxy)carbonyl]piperazin-1-yl]pyridine-3,4-dicarboxylic acid C(C)(C)(C)OC(=O)N1CCN(CC1)C1=CC(=C(C=N1)C(=O)O)C(=O)O